CC1=CC=C(C=C1)S(=O)(=O)N/N=C/C1COCC1 (E)-4-methyl-N'-((tetrahydrofuran-3-yl)methylene)benzenesulfonyl-hydrazine